(S)-1-phenyl-ethanesulphonic acid C1(=CC=CC=C1)[C@H](C)S(=O)(=O)O